(2R)-2-(trifluoromethyl)azetidine tosylate S(=O)(=O)(O)C1=CC=C(C)C=C1.FC([C@@H]1NCC1)(F)F